OCCN1N(N(C(C(C1=O)=O)=O)CCO)CCO tris(2-hydroxyethyl)-triazinetrione